carbon dimethyl carbonate C(OC)(OC)=O.[C]